1-(9-(3-chlorobenzyl)-1-methyl-β-carbolin-6-yl)-3-(4-chlorophenyl)thiourea ClC=1C=C(CN2C3=CC=C(C=C3C=3C=CN=C(C23)C)NC(=S)NC2=CC=C(C=C2)Cl)C=CC1